N1C(=NC2=C1C=CC=C2)C2=C(C=CC(=C2)C=C)O 2-(1H-benzimidazole-2-yl)-4-vinylphenol